CC(CCCCCCC)N Nonane-2-amine